N''-triflylguanidine S(=O)(=O)(C(F)(F)F)N=C(N)N